4'-((5-(aminomethyl)-2-butyl-4-chloro-1H-imidazol-1-yl)methyl)-[1,1'-biphenyl]-2-carbonitrile NCC1=C(N=C(N1CC1=CC=C(C=C1)C=1C(=CC=CC1)C#N)CCCC)Cl